FC(C(=O)O)(F)F.N1CCC(CC1)NC(=O)C1=NC=CC2=C1NC1=CC=CC=C21 N-(piperidin-4-yl)-9H-pyrido[3,4-b]indole-1-carboxamide trifluoroacetate salt